6-((1,4-dioxan-2-yl)methoxy)-3-ethyl-2-(4-propylphenethyl)pyridin-4-ol O1C(COCC1)COC1=CC(=C(C(=N1)CCC1=CC=C(C=C1)CCC)CC)O